C1(CC1)N1C=C(C(C2=CC(=C(N=C12)N1CCN(CC1)CC1=CC=CC2=CC=CC=C12)F)=O)C(=O)[O-] 1-cyclopropyl-6-fluoro-7-(4-(naphthalen-1-ylmethyl) piperazin-1-yl)-4-oxo-1,4-dihydro-1,8-naphthyridine-3-carboxylate